CCN1C[C@@]2(CC[C@@H]([C@@]34[C@@H]2[C@H]([C@@H](C31)[C@@]5([C@@H]6[C@H]4C[C@@]([C@@H]6OC(=O)C7=CC=CC=C7)([C@H]([C@@H]5O)OC)O)OC)OC)OC)COC The molecule is a diterpene alkaloid with formula C33H47NO9, originally isolated from Aconitum carmichaeli. It has a role as a plant metabolite. It is a benzoate ester, a bridged compound, a diterpene alkaloid, an organic heteropolycyclic compound, a polyether, a secondary alcohol, a tertiary alcohol, a diol and a tertiary amino compound. It derives from a hydride of an aconitane.